C(CCCCCCCCC)(=O)N[C@@H](CC1=NOC(=N1)C1=CC=C(C(=O)N2C[C@H]([C@@H](C2)C(=O)N[C@@H]2[C@H](C2)C2=CC=CC=C2)C(=O)N[C@@H]2[C@H](C2)C2=CC=CC=C2)C=C1)C(=O)NCCCCCC (3S,4S)-1-(4-(3-((S)-2-decanamido-3-(hexylamino)-3-oxopropyl)-1,2,4-oxadiazol-5-yl)benzoyl)-N3,N4-bis((1S,2R)-2-phenylcyclopropyl)pyrrolidine-3,4-dicarboxamide